sodium pentachlorophenoxide ClC1=C(C(=C(C(=C1[O-])Cl)Cl)Cl)Cl.[Na+]